3-amino-8-bromoimidazo[1,2-a]pyridine-2-carboxylic acid ethyl ester C(C)OC(=O)C=1N=C2N(C=CC=C2Br)C1N